O=C(CCC(=O)NCCCC1=CC=CC=C1)N1C(C2=CC=CC=C2CC1)C1=CC=CC=C1 4-Oxo-4-(1-phenyl-3,4-dihydro-1H-isoquinolin-2-yl)-N-(3-phenylpropyl)butyric acid amide